C1(CC1)NC1=NC=2N(C=C1)N=CC2C(=O)NC2=CC(=CC(=C2)C2=NN(C=N2)C)O 5-(cyclopropylamino)-N-(3-hydroxy-5-(1-methyl-1H-1,2,4-triazol-3-yl)phenyl)pyrazolo[1,5-a]pyrimidine-3-carboxamide